C(OC1=C2C(C=C(OC2=C(C(=C1)O)[C@@H]1[C@@H](CN(CC1)C)O[Si](C)(C)C(C)(C)C)C1=C(C=CC=C1)Cl)=O)(OCC)=O 8-((3S,4R)-3-((tert-butyldimethyl silyl)oxy)-1-methylpiperidin-4-yl)-2-(2-chlorophenyl)-7-hydroxy-4-oxo-4H-chromen-5-yl ethyl carbonate